O[C@]1(CCN(CC12CCCC2)C(=O)OC(C)(C)C)CN2C(C[C@H](C2)C2=CC=CC=C2)=O tert-butyl (S)-10-hydroxy-10-(((S)-2-oxo-4-phenylpyrrolidin-1-yl)methyl)-7-azaspiro[4.5]decane-7-carboxylate